(E)-4-Boc-1-(α-cyano-4-hydroxycinnamoyl)piperazine C(=O)(OC(C)(C)C)N1CCN(CC1)C(\C(=C\C1=CC=C(C=C1)O)\C#N)=O